FC1=C(CNC(=O)C2CN(CCC2)C=2C=3C(N=CN2)=NN(C3)C3=CC=C(C=C3)C)C=CC(=C1)F N-(2,4-difluorobenzyl)-1-(2-(p-tolyl)-2H-pyrazolo[3,4-d]pyrimidin-4-yl)piperidine-3-carboxamide